C(C)(C)(C)OC(=O)N1[C@@H]2C(C[C@H](C1)CC2)=NO (1S,4R)-6-(hydroxyimino)-2-azabicyclo[2.2.2]octan-2-carboxylic acid tert-butyl ester